C(=O)=C(CC(=O)N)C=1C(=NOC1C)C 3-carbonyl-3-(3,5-dimethyl-isoxazol-4-yl)propionamide